The molecule is a member of molybdopterins and a molybdopterin dinucleotide. It is a conjugate acid of a molybdopterin guanine dinucleotide(3-). C1=NC2=C(N1[C@H]3[C@@H]([C@@H]([C@H](O3)COP(=O)(O)OP(=O)(O)OC[C@@H]4C(=C([C@H]5[C@@H](O4)NC6=C(N5)C(=O)NC(=N6)N)S)S)O)O)N=C(NC2=O)N